C1(CC1)C1=CC=C(C=N1)C1=CC=2C3=C(C=NC2C=C1)N(C(N3[C@H]3C(CN(CC3)C)(F)F)=O)C (R)-8-(6-cyclopropylpyridin-3-yl)-1-(3,3-difluoro-1-methylpiperidin-4-yl)-3-methyl-1,3-dihydro-2H-imidazo[4,5-c]quinolin-2-one